t-butyl (2-(2-((4-((4-((2-(methylcarbamoyl)phenyl)amino)-5-(trifluoromethyl)pyrimidin-2-yl)amino)benzyl)amino)pyrimidin-4-yl)ethyl)carbamate CNC(=O)C1=C(C=CC=C1)NC1=NC(=NC=C1C(F)(F)F)NC1=CC=C(CNC2=NC=CC(=N2)CCNC(OC(C)(C)C)=O)C=C1